FC(F)(F)C=1C=CC=2OCC3N(C2N1)CC(CC3)C#N (trifluoromethyl)-6,6a,7,8,9,10-hexahydrodipyrido[3,2-b:1',2'-d][1,4]oxazine-9-carbonitrile